methyl 3-((2-((S)-cycloheptyl(1-ethyl-1H-pyrazole-5-carboxamido)methyl)imidazo[1,2-b]pyridazin-7-yl)methyl)-2-oxopiperidine-3-carboxylate C1(CCCCCC1)[C@@H](C=1N=C2N(N=CC(=C2)CC2(C(NCCC2)=O)C(=O)OC)C1)NC(=O)C1=CC=NN1CC